(4-(2-chlorophenyl)thiazol-2-yl)-N-methyl-4-morpholinobenzamide ClC1=C(C=CC=C1)C=1N=C(SC1)C1=C(C(=O)NC)C=CC(=C1)N1CCOCC1